FC(C1=NC(=NO1)C1=CC=C(C=C1)CN)(F)F 4-(5-(trifluoromethyl)-1,2,4-oxadiazol-3-yl)phenylmethylamine